C=CC=C 4-trans-butadiene